gamma-glycidoxypropyl-trisilane C(C1CO1)OCCC[SiH2][SiH2][SiH3]